4-((2,4-dimethoxybenzyl)amino)-8-(3-methoxy-2,6-dimethylphenyl)pyrido[3,4-d]pyrimidine-6-carbaldehyde COC1=C(CNC=2C3=C(N=CN2)C(=NC(=C3)C=O)C3=C(C(=CC=C3C)OC)C)C=CC(=C1)OC